O1C(C(C(C1C(=O)[O-])C(=O)[O-])C(=O)[O-])C(=O)[O-] Tetrahydrofurantetracarboxylat